2-[(7S)-1-[2-[(1S)-1-(2,2-difluoro-1,3-benzodioxol-5-yl)ethoxy]-4-pyridyl]-3-(trifluoromethyl)-4,5,6,7-tetrahydroindazol-7-yl]isoindoline-1,3-dione FC1(OC2=C(O1)C=CC(=C2)[C@H](C)OC2=NC=CC(=C2)N2N=C(C=1CCC[C@@H](C21)N2C(C1=CC=CC=C1C2=O)=O)C(F)(F)F)F